BrC(C(=O)C)(I)I 1-bromo-1,1-diiodoacetone